butanedioic acid dimethyl ester COC(CCC(=O)OC)=O